N,N,N',N'-tetra(3-triethoxysilylpropyl)-1,3-diaminopropane C(C)O[Si](CCCN(CCCN(CCC[Si](OCC)(OCC)OCC)CCC[Si](OCC)(OCC)OCC)CCC[Si](OCC)(OCC)OCC)(OCC)OCC